FC1=C(CC=2N(C3=C(N2)SC(=C3)C(=O)OC)C[C@H]3OCC3)C=C(C(=C1)B1OC(C(O1)(C)C)(C)C)C methyl (S)-2-(2-fluoro-5-methyl-4-(4,4,5,5-tetramethyl-1,3,2-dioxaborolan-2-yl) benzyl)-1-(oxetan-2-ylmethyl)-1H-thieno[2,3-d]imidazole-5-carboxylate